1-(3-diethylaminopropyl)-3-ethylcarbodiimide hydrochloride Cl.C(C)N(CCCN=C=NCC)CC